CC1(COC=2C1=NC=CC2)C 3,3-dimethyl-2,3-dihydrofuro[3,2-b]pyridine